3-(4-chlorophenyl)-N-[(cis)-4-hydroxytetrahydrofuran-3-yl]-6-oxo-6H-1,4'-bipyridazine-5-carboxamide ClC1=CC=C(C=C1)C1=NN(C(C(=C1)C(=O)N[C@@H]1COC[C@@H]1O)=O)C1=CN=NC=C1